C(C1=CC=CC=C1)N1CCC(CC1)N(C=1C(=CC(=NC1)S(=O)(=O)NC=1N=CSC1)C)C 5-((1-benzylpiperidin-4-yl)(methyl)amino)-4-methyl-N-(thiazol-4-yl)pyridine-2-sulfonamide